C(C)(C)(C)OC(N[C@H](C(=O)N1C=C(C2=CC=CC=C12)CCN(C)C)C(C)C)=O (S)-(1-(3-(2-(dimethylamino)ethyl)-1H-indol-1-yl)-3-methyl-1-oxobutan-2-yl)carbamic acid tert-butyl ester